(p-pentyloxycarbonyloxybenzylidene)aminovalerophenone C(CCCC)OC(=O)OC1=CC=C(C=NC(C(=O)C2=CC=CC=C2)CCC)C=C1